FC(CN1C=CC=2C(=NC(=CC21)NC=2SC(=CN2)C)C2=CC1CCC(C2)N1C(C=C)=O)F 1-(3-(1-(2,2-difluoroethyl)-6-((5-methylthiazol-2-yl)amino)-1H-pyrrolo[3,2-c]pyridin-4-yl)-8-azabicyclo[3.2.1]oct-2-en-8-yl)prop-2-en-1-one